[Br-].C1(=C(C=CC=C1)N1[NH+]=C(N=N1)C1=C(C=CC=C1)C)C 2,5-ditolyl-tetrazolium bromide